NC1=NC(=C(C(=C1C#N)C1=CC=C(C=C1)OCC(C)O)C#N)SCC=1C=NC=CC1 2-Amino-4-[4-(2-hydroxy-propoxy)phenyl]-6-(3-pyridylmethylsulfanyl)pyridine-3,5-dicarbonitrile